3-(aminomethyl)-1-[tert-butyl(dimethyl)silyl]azetidin-2-one NCC1C(N(C1)[Si](C)(C)C(C)(C)C)=O